FC1(CCN(CC1)C1=NC(=CC(=N1)C=1C=NN(C1)C1=C(C=C(C=C1)NS(=O)(=O)CCO)N1CCC2(CC2)CC1)C)F N-(4-(4-(2-(4,4-difluoropiperidin-1-yl)-6-methylpyrimidin-4-yl)-1H-pyrazol-1-yl)-3-(6-azaspiro[2.5]octan-6-yl)phenyl)-2-hydroxyethane-1-sulfonamide